C(C=C)N(C=1C=2N=CN([C@H]3[C@H](O)[C@H](O)[C@@H](CO)O3)C2N=CN1)C N6-allyl-N6-methyladenosine